N,N,N',N',N''-Pentakis-ethoxymethyl-[1,3,5]triazin-2,4,6-triamin C(C)OCN(C1=NC(=NC(=N1)N(COCC)COCC)NCOCC)COCC